BrC=1C=C2CC(C(C2=CC1)N1CCN(CC1)S(=O)(=O)C1=CC=C(C=C1)[N+](=O)[O-])(C)C 1-(5-bromo-2,2-dimethyl-2,3-dihydro-1H-inden-1-yl)-4-(4-nitrobenzene-1-sulfonyl)piperazine